C1(CCCC1)C1=CC(=C(C(=C1)C)NC(OC(C)(C)C)=O)O tert-Butyl (4-cyclopentyl-2-hydroxy-6-methylphenyl)carbamate